nickel-cobalt-copper-iron [Fe].[Cu].[Co].[Ni]